BrC1=CC(=CNC1=O)C(C)ON1C(C2=CC=CC=C2C1=O)=O 2-(1-(5-bromo-6-oxo-1,6-dihydropyridin-3-yl)ethoxy)isoindoline-1,3-dione